CC=1C(=NC=C(C1)NC(C(N1C[C@H]2CC[C@@H]([C@H]1C1=CC=CC=C1)C2)=O)=O)NC(OC(C)(C)C)=O tert-Butyl N-[3-methyl-5-[[2-oxo-2-[(1S,4S,5R)-4-phenyl-3-azabicyclo[3.2.1]octan-3-yl]acetyl] amino]-2-pyridyl]carbamate